3-[(3-Chloro-4-hydroxyphenyl)amino]-4-(2-nitrophenyl)-1h-pyrrole-2,5-dione ClC=1C=C(C=CC1O)NC=1C(NC(C1C1=C(C=CC=C1)[N+](=O)[O-])=O)=O